COC(=O)C1=NOC2=C1C=CC(=C2)Br 6-bromobenzo[d]isoxazole-3-carboxylic acid methyl ester